butyl N-(2-aminoethyl)-N-methyl-carbamate NCCN(C(OCCCC)=O)C